tert-butyl [2-(3-methyl-1,2-oxazol-4-yl)-2-oxoethyl]carbamate CC1=NOC=C1C(CNC(OC(C)(C)C)=O)=O